C(C)(C)(C)C1=NC(=NO1)C(=O)NCC1=C(C=C(C=C1)C1=NC=NN2C1=CC(=C2)C=2C=NN(C2)C(F)F)C 5-(tert-butyl)-N-(4-(6-(1-(difluoromethyl)-1H-pyrazol-4-yl)pyrrolo[2,1-f][1,2,4]triazin-4-yl)-2-methylbenzyl)-1,2,4-oxadiazole-3-carboxamide